(2-((S)-3-(6-(allyloxy)-2,3-dichlorophenyl)-3,4-dihydro-2H-pyrrol-5-yl)hydrazine-1-carbonyl)pyrrolidine-1-carboxylic acid tert-butyl ester C(C)(C)(C)OC(=O)N1C(CCC1)C(=O)NNC=1C[C@H](CN1)C1=C(C(=CC=C1OCC=C)Cl)Cl